1-(4-fluoro-[1,1'-biphenyl]-3-yl)-N-methylmethanamine FC1=C(C=C(C=C1)C1=CC=CC=C1)CNC